N1(CCNCC1)C=1C=CC2=C(N=CS2)C1 5-piperazin-1-yl-1,3-benzothiazole